2-amino-N-(2-chlorophenyl)ethane-1-sulfonamide hydrochloride Cl.NCCS(=O)(=O)NC1=C(C=CC=C1)Cl